(2,3-dihydro-1H-inden-5-yl)-9H-fluorene C1CCC2=CC(=CC=C12)C1=CC=CC=2C3=CC=CC=C3CC12